C[C@](N)(CCC(N)=O)C(=O)O 2-methyl-glutamine